4-Methoxy-5-[2-(4-methoxy-benzenesulfonylamino)-phenylethynyl]-pyridine-2-carboxylic acid COC1=CC(=NC=C1C#CC1=C(C=CC=C1)NS(=O)(=O)C1=CC=C(C=C1)OC)C(=O)O